C(=O)(O)C(O)C(O)C(=O)O.COC(C[C@@H]1N(C(=NC2=C(C=CC=C12)F)N1CCN(CC1)C1=CC(=CC=C1)OC)C1=C(C=CC(=C1)C(F)(F)F)OC)=O (S)-{8-fluoro-2-[4-(3-methoxyphenyl)piperazin-1-yl]-3-[2-methoxy-5-(trifluoromethyl)phenyl]-3,4-dihydroquinazolin-4-yl}acetic acid methyl ester tartrate